4-[[5-methyl-1-(2-trimethylsilylethoxymethyl)imidazol-4-yl]sulfonimidoyl]benzoic acid CC1=C(N=CN1COCC[Si](C)(C)C)S(=O)(=N)C1=CC=C(C(=O)O)C=C1